5-butyl-2-[(5-phenylisoxazol-3-yl)methylamino]-4H-[1,2,4]triazolo[1,5-a]pyrimidin-7-one C(CCC)C=1NC=2N(C(C1)=O)N=C(N2)NCC2=NOC(=C2)C2=CC=CC=C2